(6-chloro-1-isobutyl-1H-pyrrolo[2,3-B]pyridin-4-yl)methanol ClC1=CC(=C2C(=N1)N(C=C2)CC(C)C)CO